1,2,4-trimethyl-1H-pyrrole-3-carboxylic acid ethyl ester C(C)OC(=O)C1=C(N(C=C1C)C)C